2-chloro(trichloromethyl)pyridine ClC1=NC=CC=C1C(Cl)(Cl)Cl